1-(2,2-difluoroethyl-1H-pyrazolo[3,4-b]pyrazin-6-yl)-2-{[6-(trifluoromethyl)pyridin-2-yl]oxy}-8-azaspiro[4.5]decane FC(CN1N=CC=2C1=NC(=CN2)C2C(CCC21CCNCC1)OC1=NC(=CC=C1)C(F)(F)F)F